C(CC)(=O)OCC1=CC=C(O1)C(=O)OC methyl 5-((propionyloxy)methyl)furan-2-carboxylate